C(C)(C)(C)OC([C@@H](NC(CNC(=O)OCC1=CC=CC=C1)=O)CC1=CC=C(C=C1)OCC(=O)OCC)=O N-[(benzyloxy)carbonyl]glycyl-O-(2-ethoxy-2-oxoethyl)-L-tyrosine tert-butyl ester